(benzoanthracenyl)anthracene C1(=CC=CC=2C=CC=3C=C4C=CC=CC4=CC3C21)C2=CC=CC1=CC3=CC=CC=C3C=C21